NC1=CC(=C(C(=C1)Cl)N(C(OC(C)(C)C)=O)C(=O)OC(C)(C)C)Cl tert-Butyl N-(4-amino-2,6-dichloro-phenyl)-N-tert-butoxycarbonyl-carbamate